NC1=C(C(=NO1)C)C=1CCN(CC1)C(=O)OC(C)(C)C tert-butyl 4-(5-amino-3-methylisoxazol-4-yl)-3,6-dihydropyridine-1(2H)-carboxylate